C(C)OC(CC(=O)CCC)=O ethylethylacetoacetate